Cl.BrC1=CC=C(C=C1)N1CCNCC1 1-(4-bromophenyl)piperazine HCl